cetyl-dimethyl-ammonium hydroxyethyl-dihydrogenphosphate OCCOP(=O)(O)O.C(CCCCCCCCCCCCCCC)[NH+](C)C